OC1CC([NH+](C(C1)(C)C)[O-])(C)C 4-hydroxy-2,2,6,6-tetramethyl-piperidine-N-oxide